4-Methyl-N-((R)-2-(((S)-11-oxo-2,3,10,11-tetrahydro-1H,5H-benzo[d]pyrazolo[1,2-a][1,2]diazepin-10-yl)carbamoyl)butyl)isoxazole-5-carboxamide CC=1C=NOC1C(=O)NC[C@@H](CC)C(N[C@H]1C2=C(CN3N(C1=O)CCC3)C=CC=C2)=O